tert-butyl 4-(4-(2,2,2-trifluoro-N-methylacetamido)phenyl)piperazine-1-carboxylate FC(C(=O)N(C)C1=CC=C(C=C1)N1CCN(CC1)C(=O)OC(C)(C)C)(F)F